3,4-dihydroxyl-N-(1'-benzyl-2'-hydroxyethyl)-2-methyl-pyridine chloride [Cl-].OC=1C(N(C=CC1O)C(CO)CC1=CC=CC=C1)C